4-fluorophenyl-acetic acid FC1=CC=C(C=C1)CC(=O)O